COC(=O)C=1SC=C(C1NC(C[N+]1(CCC(CC1)(C)C)CC(=O)NC1=NC=CN=C1C)=O)C 1-(2-((2-(methoxycarbonyl)-4-methylthiophen-3-yl)amino)-2-oxoethyl)-4,4-dimethyl-1-(2-((3-methylpyrazin-2-yl)amino)-2-oxoethyl)piperidin-1-ium